5-(2,4-dichlorophenyl)-2-furoic acid ClC1=C(C=CC(=C1)Cl)C1=CC=C(O1)C(=O)O